CS(=O)(=O)C1=CC=C(CBr)C=C1 4-Methylsulfonyl-benzyl bromide